6-(3,5-difluoro-4-methoxyphenyl)-5-methyl-4,5-dihydro-2H-pyridazin-3-one FC=1C=C(C=C(C1OC)F)C=1C(CC(NN1)=O)C